acetylcytosine CC(=O)N1C=CC(=NC1=O)N